4-(6-((3-acetylbenzyl)oxy)pyridin-2-yl)piperidine tert-Butyl-pyridine-1-carboxylate C(C)(C)(C)OC(=O)N1CC=CC=C1.C(C)(=O)C=1C=C(COC2=CC=CC(=N2)C2CCNCC2)C=CC1